3-((4,4-bis(octyloxy)butanoyl)oxy)-2-((((2-(diethylamino)ethoxy)carbonyl)oxy)methyl)propyl (9Z,12Z)-octadeca-9,12-dienoate C(CCCCCCC\C=C/C\C=C/CCCCC)(=O)OCC(COC(CCC(OCCCCCCCC)OCCCCCCCC)=O)COC(=O)OCCN(CC)CC